BrCCN1N=CN(C1=O)C1=CC=CC=C1 2-(2-Bromo-ethyl)-4-phenyl-2,4-dihydro-[1,2,4]triazol-3-one